COC(=O)C1(CCOCC1)C1=NC(=NC=C1)NS(=O)(=O)C1CC1.ClC=1N=CN(C1Cl)COCC[Si](C)(C)C 2-[(4,5-dichloroimidazol-1-yl)methoxy]ethyl-trimethyl-silane Methyl-4-(2-(cyclopropanesulfonamido)pyrimidin-4-yl)tetrahydro-2H-pyran-4-carboxylate